CC(=O)NCCCC[C@@H](C(=O)O)N N-Epsilon-Acetyl-L-Lysine